CO[C@H]1[C@@H](CCC1)N (trans)-2-methoxycyclopentane-1-amine